[Si](C)(C)(C(C)(C)C)O[C@H]1C[C@@H](O[C@@]1(CO)C=C)N1C=2N=C(NC(C2N=C1)=O)NC(C1=CC=CC=C1)(C1=CC=CC=C1)C1=CC=C(C=C1)OC 9-[(2R,4S,5R)-4-[(tert-butyldimethylsilyl)oxy]-5-ethenyl-5-(hydroxymethyl)oxolan-2-yl]-2-{[(4-methoxyphenyl)diphenylmethyl]amino}-1H-purin-6-one